pentaerythritol (trimethacrylate) C(C(=C)C)(=O)OCC(COC(C(=C)C)=O)(COC(C(=C)C)=O)CO